CC(C)(\C=C\C=C(C)C)O (3E)-2,6-dimethyl-3,5-heptadien-2-ol